2-Chloro-4-(1-(3-hydroxyphenyl)-1H-indazol-5-yl)phenol ClC1=C(C=CC(=C1)C=1C=C2C=NN(C2=CC1)C1=CC(=CC=C1)O)O